tert-butyl [(7-{2,6-difluoro-4-[(3S)-3-fluoropyrrolidine-1-sulfonyl]phenyl}-5-methyl-1,8-naphthyridin-2-yl)oxy]acetate FC1=C(C(=CC(=C1)S(=O)(=O)N1C[C@H](CC1)F)F)C1=CC(=C2C=CC(=NC2=N1)OCC(=O)OC(C)(C)C)C